Cl.C(C)OC(C(CC1=NC=NC=C1)N)=O 2-amino-3-(pyrimidin-4-yl)propionic acid ethyl ester hydrochloride